BrC1=C(C=C(C(=C1)NC)N)F 5-bromo-4-fluoro-N1-methylbenzene-1,2-diamine